CC1([C@H]2CC3=C(C(=C(N=C3[C@@H]1C2)N2CC1(CN(C1)C(C=C)=O)CC2)C#N)C=2C=1N(C=CC2C)C=NC1)C (1R,9R)-10,10-dimethyl-6-(7-methylimidazo[1,5-a]pyridin-8-yl)-4-(2-(2-propenoyl)-2,6-diazaspiro[3.4]octan-6-yl)-3-azatricyclo[7.1.1.02,7]undeca-2,4,6-triene-5-carbonitrile